C1(CC1)N1C(N(C2=C(C1=O)C(=C(C(N2C)=O)C)NC21CC(C2)(C1)NC(OC(C)(C)C)=O)C1=C(C=C(C=C1)I)F)=O tert-butyl N-[3-[[3-cyclopropyl-1-(2-fluoro-4-iodo-phenyl)-6,8-dimethyl-2,4,7-trioxo-pyrido[2,3-d]pyrimidin-5-yl]amino]-1-bicyclo[1.1.1]pentanyl]carbamate